N(=C=O)CC1=CC(=CC(=C1)CN=C=O)CN=C=O 1,3,5-Tris-(isocyanatomethyl)benzol